ClC=1C(=C(N)C=C(C1)Br)OC 3-chloro-5-bromo-2-methoxyaniline